FC=CCC FLUORoBUTEN